CC(C(=O)O)(C(C)C)C(C)C 2,3-dimethyl-2-(propan-2-yl)butanoic acid